5-[[2-[(E)-3-(3,4-Dihydroxyphenyl)prop-2-enoyl]phenyl]methyl]-1,3-thiazolidine-2,4-dione OC=1C=C(C=CC1O)/C=C/C(=O)C1=C(C=CC=C1)CC1C(NC(S1)=O)=O